(((disulfanediylbis(ethane-2,1-diyl))bis(azanediyl))bis(3-oxopropane-3,1-diyl))bis(4-((tert-butyldimethylsilyl)oxy)-2-hydroxy-3,3-dimethylbutanamide) S(SCCNC(CCC(C(=O)N)(C(CO[Si](C)(C)C(C)(C)C)(C)C)O)=O)CCNC(CCC(C(=O)N)(C(CO[Si](C)(C)C(C)(C)C)(C)C)O)=O